8-((4,6-difluoroindolin-1-yl)methyl)-6-(3-(dimethylamino)pyrrolidine-1-carbonyl)-2-morpholino-4H-chromen-4-one FC1=C2CCN(C2=CC(=C1)F)CC=1C=C(C=C2C(C=C(OC12)N1CCOCC1)=O)C(=O)N1CC(CC1)N(C)C